2-allyl-6-(benzo[d]thiazol-5-ylamino)-1-(6-(piperidin-4-yloxy)pyridin-2-yl)-1,2-dihydro-3H-pyrazolo[3,4-d]pyrimidin-3-one C(C=C)N1N(C2=NC(=NC=C2C1=O)NC=1C=CC2=C(N=CS2)C1)C1=NC(=CC=C1)OC1CCNCC1